C(C)(C)(C)OC(=O)N1CCC(=CC1)C1=C(C=CC=2NC(N(C21)C)=O)OC 4-(5-methoxy-3-methyl-2-oxo-1H-benzoimidazol-4-yl)-3,6-dihydro-2H-pyridine-1-carboxylic acid tert-butyl ester